COCC(=O)O methyl-oxyacetic acid